C1=CC=CC2=CC=CC=C12.C1=CC=CC2=CC=CC=C12 naphthalene compound with naphthalene